C(#N)C=1C=C(C2=C([N+](=C(S2)C(=O)N)[O-])C1)[N+](=O)[O-] 5-cyano-7-nitro-2-benzothiazolecarboxamide-3-oxide